COC=1C=NC=2N(C(C(=C(N2)C(F)(F)F)C=2C=NN(C2)CC(C(F)(F)F)(F)F)=O)C1 7-methoxy-3-[1-(2,2,3,3,3-pentafluoropropyl)-1H-pyrazol-4-yl]-2-(trifluoromethyl)-4H-[1,3]diazino[1,2-a]pyrimidin-4-one